NC1=C2CN(C(C2=CC=C1)=O)[C@@H]1CNCCC1 (S)-3-(4-amino-1-oxo-1,3-dihydro-2H-isoindol-2-yl)piperidine